NC1=C(C=C(CNC(OC(C)(C)C)=O)C=C1)OCC tert-butyl (4-amino-3-ethoxybenzyl)carbamate